CC1=C(C=CC(=C1)N1CCNCC1)NC(C1=CC=C(C=C1)C=1CCNCC1)=O N-(2-methyl-4-piperazin-1-yl-phenyl)-4-(1,2,3,6-tetrahydro-pyridin-4-yl)-benzamide